4-aminophenylbutanoic acid NC1=CC=C(C=C1)C(C(=O)O)CC